C[SiH](OCC(CC)C)C dimethyl-2-methyl-butoxysilane